13-(bis(3-fluorophenyl)methyl)-4-hydroxy-8,9,10,11-tetrahydro-7H,13H-pyridazino[1',6':4,5][1,2,4]triazino[1,2-a][1,2]diazepine FC=1C=C(C=CC1)C(C1N2C(=CN3N1CCCCC3)C(=CC=N2)O)C2=CC(=CC=C2)F